C(C)OC(=S)SC1=C(C(=O)OC)C(=CC(=C1)OC)C methyl 2-((ethoxycarbonothioyl)thio)-4-methoxy-6-methylbenzoate